COC=1N=C2C=NNC2=CC1 5-methoxy-4-azaindazole